(R)-N-(4-(4-(3-Fluoro-2-methoxyphenyl)piperazin-1-yl)-3-hydroxybutyl)-2-methyl-2,6-dihydropyrrolo[3,4-c]pyrazole-5(4H)-carboxamide FC=1C(=C(C=CC1)N1CCN(CC1)C[C@@H](CCNC(=O)N1CC2=NN(C=C2C1)C)O)OC